CC=1SC=C(N1)C1C[C@H](NCC1)C1=CC=C(C(=O)[O-])C=C1 (S)-4-(4-(2-methylthiazol-4-yl)piperidin-2-yl)benzoate